O=C1NC(CCC1N1C(C2=CC=CC(=C2C1=O)OCC(=O)NCCOC(S(=O)(=O)[O-])CC)=O)=O (2-(2-((2-(2,6-dioxopiperidin-3-yl)-1,3-dioxoisoindolin-4-yl) oxy) acetamido) ethoxy)-ethylmethanesulfonate